2-(5-tert-butyl-3,6-dimethyl-pyrazin-2-yl)-4-oxo-1H-1,6-naphthyridine-5-carboxamide C(C)(C)(C)C=1N=C(C(=NC1C)C=1NC=2C=CN=C(C2C(C1)=O)C(=O)N)C